1-((2,3-dihydro-1H-pyrrolo[2,3-b]pyridin-5-yl)methyl)-N-(4-((4-methylpiperazin-1-yl)methyl)-3-(trifluoromethyl)phenyl)indolin-6-carboxamid N1CCC=2C1=NC=C(C2)CN2CCC1=CC=C(C=C21)C(=O)NC2=CC(=C(C=C2)CN2CCN(CC2)C)C(F)(F)F